isopropyl (R)-2-(((benzyloxy) carbonyl) amino)-2-(4-bromophenyl)-4-oxopentanoate C(C1=CC=CC=C1)OC(=O)N[C@](C(=O)OC(C)C)(CC(C)=O)C1=CC=C(C=C1)Br